ClC=1C=C(C=CC1)[C@H](C(=O)N1CC2=C(N=C(NC2=O)C2(CC2)C2=CC(=CC=C2)C=2C=NSC2)CC1)O (R)-6-(2-(3-chlorophenyl)-2-hydroxyacetyl)-2-(1-(3-(isothiazol-4-yl)phenyl)cyclopropyl)-5,6,7,8-tetrahydropyrido[4,3-d]pyrimidin-4(3H)-one